N-cyclopentyl-4-morpholino-2-[(2E)-2-(m-tolylmethylene)hydrazino]-5H-pyrrolo[3,2-d]pyrimidine-6-carboxamide C1(CCCC1)NC(=O)C1=CC=2N=C(N=C(C2N1)N1CCOCC1)N/N=C/C=1C=C(C=CC1)C